O.[Cl-].OC(C[N+](C)(C)C)COC1=CC=C(C=C1)C(C1=CC=CC=C1)=O 2-hydroxy-3-(4-benzoylphenoxy)-N,N,N-trimethylpropylammonium chloride monohydrate